tert-butyl 3-(2-(4-(3-chloro-2-fluoro-anilino)-6-nitro-quinazolin-7-yl)ethynyl)-3-(trideuteriomethyl)pyrrolidine-1-carboxylate ClC=1C(=C(NC2=NC=NC3=CC(=C(C=C23)[N+](=O)[O-])C#CC2(CN(CC2)C(=O)OC(C)(C)C)C([2H])([2H])[2H])C=CC1)F